2-[(5-chloro-3,4-dihydro-1H-isoquinolin-2-yl)methyl]-6-methoxy-3H-quinazolin-4-one ClC1=C2CCN(CC2=CC=C1)CC1=NC2=CC=C(C=C2C(N1)=O)OC